O1C(CCCC1)N1N=CC=C1C1=CC=CC(=N1)C(=O)NC1=CC=C(C=N1)C=1N=NN(C1)[C@@H]1CN(CCC1)C(=O)OC(C)(C)C tert-butyl (3S)-3-(4-(6-(6-(1-(tetrahydro-2H-pyran-2-yl)-1H-pyrazol-5-yl)picolinamido)pyridin-3-yl)-1H-1,2,3-triazol-1-yl)piperidine-1-carboxylate